C(C)(C)NC[C@H](COC1=CC=C(C2=CC=CC=C12)N(CC)CC)O R-1-isopropylamino-3-(4-diethylamino-1-naphthoxy)-2-propanol